O=C1[C@H](CCCCCC=C(O)F)[C@H](CC1)CCCCCCCC 9-ketofluoroprostenol